(Z)-octadec-9-enedioic acid C(CCCCCCC\C=C/CCCCCCCC(=O)O)(=O)O